FC1=CC=C(C=C1)SC(CCN1C(C2=CC=CC=C2C1=O)=O)(C)C 2-(3-((4-fluorophenyl)thio)-3-methylbutyl)isoindole-1,3-dione